N-ethyl-5-fluoro-2-[7-methyl-2-(piperidin-4-yl)imidazo[1,5-b]pyridazin-4-yl]-N-(isopropyl)benzamide C(C)N(C(C1=C(C=CC(=C1)F)C=1C=2N(N=C(C1)C1CCNCC1)C(=NC2)C)=O)C(C)C